NC([C@H](C)NC(OCC1=CC=CC=C1)=O)=O (S)-benzyl (1-amino-1-oxopropan-2-yl)carbamate